4-PHENYLCINNAMALDEHYDE C1(=CC=CC=C1)C1=CC=C(C=CC=O)C=C1